FC(CC1=CC(=C(N(CC2=CC=C(C=C2)OC)CC2=CC=C(C=C2)OC)C=C1OC)F)F 4-(2,2-difluoroethyl)-2-fluoro-5-methoxy-N,N-bis(4-methoxybenzyl)aniline